(S)-(1-ethyl-1H-pyrazol-4-yl)-[6-(3-methyl-1H-pyrrolo[2,3-b]pyridin-5-yl)-8-[pyrrolidin-2-yl]-3,4-dihydroisoquinolin-2(1H)-yl]methanone C(C)N1N=CC(=C1)C(=O)N1CC2=C(C=C(C=C2CC1)C=1C=C2C(=NC1)NC=C2C)[C@H]2NCCC2